CC1=CC=CC(=N1)C(=O)N 6-methyl-pyridine-2-carboxamide